[5-(4-chloro-2-fluoro-anilino)-3-pyridinyl]boronic acid ClC1=CC(=C(NC=2C=C(C=NC2)B(O)O)C=C1)F